C(CCCCCCCCCCCCCCCCC)(=O)CC(CN(C)C)C(CCCCCCCCCCCCCCCCC)=O 1,2-distearoyl-3-dimethylaminopropane